C(CCCCCC)C(C(=O)OCCCCCC1NC(CN(C1)CCCCO)CCCCCOC(C(CCCCCCC)CCCCCCC)=O)CCCCCCC (4-(4-hydroxybutyl)piperazine-2,6-diyl)bis(pentane-5,1-diyl) bis(2-heptylnonanoate)